NC1=C(C(=O)OCCCl)C=CC=C1 chloroethyl 2-aminobenzoate